COC(=O)C1=C(C2=NC=C(C(=C2S1)C1=C(C(=CC(=C1)F)F)F)F)Br 3-bromo-6-fluoro-7-(2,3,5-trifluorophenyl)thieno[3,2-b]pyridine-2-carboxylic acid methyl ester